((3R,4R)-3-((tert-butyldiphenylsilyl)oxy)piperidin-4-yl)-7-(5-methylpyridin-2-yl)pyrrolo[2,1-f][1,2,4]triazin-2-amine [Si](C1=CC=CC=C1)(C1=CC=CC=C1)(C(C)(C)C)O[C@H]1CNCC[C@@H]1C1=NC(=NN2C1=CC=C2C2=NC=C(C=C2)C)N